[Cl-].[NH4+].ClC1=CC=C(CNC(S)=N)C=C1 (4-chlorobenzyl)isothiourea ammonium chloride